C(C)C(COC(=O)C1C(CCCC1)C(=O)OCC(CCCC)CC)CCCC di-(2-ethylhexyl)-1,2-cyclohexanedicarboxylate